5-[4-(2-Hydroxypropyl)-6-methylpyrimidin-2-yl]-3,3a,4,6a-tetrahydrocyclopenta[c]pyrrole-2(1H)-carboxylic acid tert-butyl ester C(C)(C)(C)OC(=O)N1CC2C(C1)CC(=C2)C2=NC(=CC(=N2)CC(C)O)C